(S)-8-chloro-4-((3-chloro-4-fluorophenyl)amino)-6-(((1-(2-(dimethylamino)ethyl)-1H-1,2,3-triazol-4-yl)(thiazol-4-yl)methyl)amino)quinoline-3-carbonitrile ClC=1C=C(C=C2C(=C(C=NC12)C#N)NC1=CC(=C(C=C1)F)Cl)N[C@@H](C=1N=CSC1)C=1N=NN(C1)CCN(C)C